1-(5-cyclopropyl-4-fluoropyridin-2-yl)ethan-1-ol Lithium-Aluminum [Al].[Li].C1(CC1)C=1C(=CC(=NC1)C(C)O)F